methyl-(2S,4S)-5-benzoyl-4-(4-chlorophenyl)-2-methyl-3-azabicyclo[3.1.1]heptane-2-carboxylate COC(=O)[C@@]1(C2CC([C@@H](N1)C1=CC=C(C=C1)Cl)(C2)C(C2=CC=CC=C2)=O)C